2,6-Bis-(aminomethyl)-norbornen NCC=1C2C(CC(C1)C2)CN